O1C2=C(NCC1)C=C(C=C2)C2=C(N=C1N2C=CC=N1)C1=CC(=NC=C1)NC 4-(3-(3,4-Dihydro-2H-benzo[b][1,4]oxazin-6-yl)imidazo[1,2-a]pyrimidin-2-yl)-N-methylpyridin-2-amine